ClC1=C(C(=NC=C1)CNC=O)F N-((4-chloro-3-fluoropyridin-2-yl)methyl)formamide